NC=1C2=C(N=CN1)N(C=C2C2=CC=C(C=C2)OC2=CC=CC=C2)C=2C=C(C=CC2)N(C(\C=C\CN(C)C2CC2)=O)C (E)-N-[3-[4-amino-5-(4-phenoxyphenyl)pyrrolo[2,3-d]pyrimidin-7-yl]phenyl]-4-[cyclopropyl(methyl)amino]-N-methylbut-2-enamide